5-[(2S,6R)-11-[(3R,4R)-3-amino-4-methoxy-1-piperidyl]-6-methyl-4,7,10-triazatricyclo[7.4.0.02,7]trideca-1(9),10,12-trien-4-yl]-2-deuterio-quinoline-8-carbonitrile N[C@@H]1CN(CC[C@H]1OC)C1=NC=2CN3[C@@H](CN(C[C@@H]3C2C=C1)C1=C2C=CC(=NC2=C(C=C1)C#N)[2H])C